7-(5-chloro-2-methylsulfonylphenyl)-N-[(2,4-dimethoxyphenyl)methyl]cinnolin-4-amine ClC=1C=CC(=C(C1)C1=CC=C2C(=CN=NC2=C1)NCC1=C(C=C(C=C1)OC)OC)S(=O)(=O)C